N[C@H](C#N)C[C@H]1C(NCC1)=O (2S)-2-amino-3-[(3S)-2-oxopyrrolidin-3-yl]propanenitrile